5-iodo-2-methyl-N-(pyridin-2-yl)benzamide IC=1C=CC(=C(C(=O)NC2=NC=CC=C2)C1)C